2-(3-(2-hydroxy-prop-2-yl)benzoyl)-2-azabicyclo[3.1.0]hexane-3-carboxamide OC(C)(C)C=1C=C(C(=O)N2C3CC3CC2C(=O)N)C=CC1